11β,21-Dihydroxy-3,20-dioxopregn-4-en-18-al O[C@@H]1[C@@H]2[C@]3(CCC(C=C3CC[C@H]2[C@@H]2CC[C@H](C(CO)=O)[C@]2(C1)C=O)=O)C